5-(2-aminopiperazin-1-yl)-8-hydroxy-2,3-dihydro-1,4-benzodioxine NC1N(CCNC1)C1=CC=C(C=2OCCOC21)O